Cl.NC/C(/CN1N=CN(C1=O)CC1=CC=C(S1)C=1C=C2CCC(NC2=CC1)=O)=C\F 6-[5-(1-[(2E)-2-(aminomethyl)-3-fluoroprop-2-en-1-yl]-5-oxo-1,5-dihydro-4H-1,2,4-triazol-4-ylmethyl)thiophen-2-yl]-3,4-dihydroquinolin-2(1H)-one hydrochloride